C(C#C)P(CCC=C)=O (2-propynyl)(3-butenyl)phosphine oxide